ClC=1C(=CC(=C(C1)N(C(=O)[C@H]1N(C(C(C1)(F)F)=O)C1=NC(=CC(=C1)C(F)(F)F)C)C)F)F (S)-N-(5-chloro-2,4-difluorophenyl)-4,4-difluoro-N-methyl-1-(6-methyl-4-(trifluoromethyl)pyridin-2-yl)-5-oxopyrrolidine-2-carboxamide